C(CC(C)C)[Sn](OC(C)(C)C)(OC(C)(C)C)OC(C)(C)C i-pentyl-tris(t-butoxy)tin